5-Bromo-N-[4-[(E)-3-[4-[2-hydroxyethyl-(methyl)amino]phenyl]prop-2-enoyl]phenyl]pyridine-3-carboxamide BrC=1C=C(C=NC1)C(=O)NC1=CC=C(C=C1)C(\C=C\C1=CC=C(C=C1)N(C)CCO)=O